CC1=C(C(=O)N[C@H](C)C2=CC(=CC=C2)N2CCNCC2)C=C(C=C1)N1CCN(CC1)C 2-Methyl-5-(4-methylpiperazin-1-yl)-N-[(1R)-1-(3-piperazin-1-ylphenyl)ethyl]benzamide